7-(4-((2,3-dihydrobenzo[b][1,4]dioxin-6-yl)oxy)piperidin-1-yl)-8-methyl-9-(methylamino)-4H-pyrimido[1,2-b]pyridazin-4-one O1C2=C(OCC1)C=C(C=C2)OC2CCN(CC2)C=2C(=C(C=1N(N2)C(C=CN1)=O)NC)C